ClC1=CC(=NC=C1)NC(COC)=O N-(4-chloro-2-pyridinyl)-2-methoxy-acetamide